1,3-dioleoyl-glycerol C(CCCCCCC\C=C/CCCCCCCC)(=O)OCC(O)COC(CCCCCCC\C=C/CCCCCCCC)=O